(4H)-imidazolone N=1C(NCC1)=O